N1(CCCCC1)CCOC1=NSC2=C(OC13CC3)N=CC=C2 (2-(piperidine-1-yl)-ethoxy)spiro[cyclopropane-1,4'-pyrido[2,3-b][1,4,5]oxathiazepin]